C1(=CC=CC=C1)C(CC(CCCCCCCCCCC)=O)=O 1-phenyltetradecane-1,3-dione